benzyl (2R,4R)-2-[[2-(2,3-dihydro-1,4-benzodioxin-6-ylamino)-2-oxo-1-(3-pyridyl)ethyl]-[4-(pentafluoro-λ6-sulfanyl)phenyl]carbamoyl]-4-methoxy-pyrrolidine-1-carboxylate O1CCOC2=C1C=CC(=C2)NC(C(C=2C=NC=CC2)N(C(=O)[C@@H]2N(C[C@@H](C2)OC)C(=O)OCC2=CC=CC=C2)C2=CC=C(C=C2)S(F)(F)(F)(F)F)=O